4-benzhydryl-N-(5-methylpyridin-3-yl)piperazine-1-carboxamide C(C1=CC=CC=C1)(C1=CC=CC=C1)N1CCN(CC1)C(=O)NC=1C=NC=C(C1)C